2-(4,5-dichloro-6-oxopyridazin-1(6H)-yl)-N-(3-(N,N-dimethylsulfamoyl)-2-fluoro-4-methylphenyl)acetamide ClC=1C=NN(C(C1Cl)=O)CC(=O)NC1=C(C(=C(C=C1)C)S(N(C)C)(=O)=O)F